FC(C1=CC=C(C=C1)C1=C(CCCC2=C1C=CC=C2)C2=C(C=C(C=C2)F)C)C2CN(C2)CCCF 9-(4-(Fluoro(1-(3-fluoropropyl)azetidin-3-yl)methyl)phenyl)-8-(4-fluoro-2-methylphenyl)-6,7-dihydro-5H-benzo[7]annulen